(S)- and (R)-2-((4-fluorophenethyl)amino)-2-phenyl-1-(6-(pyridin-3-yl)-1H-indol-3-yl)ethan-1-one FC1=CC=C(CCN[C@H](C(=O)C2=CNC3=CC(=CC=C23)C=2C=NC=CC2)C2=CC=CC=C2)C=C1 |r|